ClC1=C(OC2=C(C=CC=C2)NC(=O)C=2C(=NN(C2F)C)C(F)F)C=CC(=C1)C(F)(F)F N-[2-[2-chloro-4-(trifluoro-methyl)phenoxy]phenyl]-3-(difluoromethyl)-5-fluoro-1-methyl-pyrazole-4-carboxamide